(R)-8-methyl-3-((R)-1-phenylethyl)-2,3,3a,4,5,6-hexahydro-1H-pyrazino[3,2,1-jk]carbazole CC=1C=CC=2N3C=4[C@@H](CCCC4C2C1)N(CC3)[C@H](C)C3=CC=CC=C3